2-chloro-8-({4-[5-(trifluoromethyl)-1,2,4-oxadiazol-3-yl]pyridin-2-yl}oxy)-5,6,7,8-tetrahydroquinoline ClC1=NC=2C(CCCC2C=C1)OC1=NC=CC(=C1)C1=NOC(=N1)C(F)(F)F